OC1(CCN(CC1)C(C[C@@H](C)C1=CC=CC=C1)=O)CN1C=NC=2C(C1=O)=NN(C2C2=CC=C(C=C2)CO)C (R)-6-((4-Hydroxy-1-(3-phenylbutanoyl)piperidin-4-yl)methyl)-3-(4-(hydroxymethyl)phenyl)-2-methyl-2H-pyrazolo[4,3-d]pyrimidin-7(6H)-one